ClC=1C=C(C=2N(N1)C=C(N2)C(=O)OCC)[C@@H]2[C@H](C2)C2=CC=C(C=C2)F Ethyl 6-chloro-8-[(1S,2S)-2-(4-fluorophenyl)cyclopropyl]imidazo[1,2-b]pyridazine-2-carboxylate